CC1=CC(=NC(=C1)C)SC=1N=NC(=C(C1C#N)CC)CC 3-[(4,6-dimethylpyridin-2-yl)sulfanyl]-5,6-diethylpyridazine-4-carbonitrile